(2R)-1-((5-(2,5-difluorophenyl)-6,7-dihydro-5H-pyrrolo[1,2-a]imidazol-2-yl)amino)-1-oxopropan-2-yl 2-nitrobenzenesulfonate [N+](=O)([O-])C1=C(C=CC=C1)S(=O)(=O)O[C@@H](C(=O)NC=1N=C2N(C1)C(CC2)C2=C(C=CC(=C2)F)F)C